CC1=C(C(=NC(=C1)N1N=CC=N1)NC=1C=C2CC[C@@H](C2=CC1)NC(C)=O)[N+](=O)[O-] N-[(1S)-5-{[4-methyl-3-nitro-6-(1,2,3-triazol-2-yl)pyridin-2-yl]amino}-2,3-dihydro-1H-inden-1-yl]acetamide